3-[(4-amino-2-methylpyrimidin-5-yl)methyl]-4-methyl-1,3-thiazol-3-ium NC1=NC(=NC=C1C[N+]1=CSC=C1C)C